Ethyl 2-sulfamoylacetate S(N)(=O)(=O)CC(=O)OCC